C1(CC1)NC(=O)C1=CC=C(C=C1)C1=CC(=CC=C1)OCC1=CC(=CC2=C1C=C(O2)C=2N=C1SC(=NN1C2)OC)OC N-cyclopropyl-3'-((6-methoxy-2-(2-methoxyimidazo[2,1-b][1,3,4]thiadiazol-6-yl)benzofuran-4-yl)methoxy)-[1,1'-biphenyl]-4-carboxamide